COC1=C(C2=CC=CC=C2C=C1)C1=NC(=NC(=N1)C(Cl)(Cl)Cl)C(Cl)(Cl)Cl 2-(2-methoxy-naphthalen-1-yl)-4,6-bis-trichloromethyl-s-triazine